2-amino-4-morpholino-4-oxo-N-((R)-4-phenyl-1-(4,4,5,5-tetramethyl-1,3,2-dioxaborolan-2-yl)butyl)butanamide hydrochloride Cl.NC(C(=O)N[C@@H](CCCC1=CC=CC=C1)B1OC(C(O1)(C)C)(C)C)CC(=O)N1CCOCC1